3-(thiazol-5-yl)phenol S1C=NC=C1C=1C=C(C=CC1)O